BrC=1C=C(CN2N=C(C=C2C)C(=O)O)C=CC1 1-(3-bromobenzyl)-5-methyl-1H-pyrazole-3-carboxylic acid